Tert-butyl [(1R,2S,3R,4S)-2,3-dihydroxy-4-{methyl[6-(2,2,2-trifluoroethyl)thieno[2,3-d]pyrimidin-4-yl]amino}cyclopentyl]carbamate O[C@H]1[C@@H](C[C@@H]([C@H]1O)N(C=1C2=C(N=CN1)SC(=C2)CC(F)(F)F)C)NC(OC(C)(C)C)=O